phenyl 1H-pyrrol-3-ylcarbamate N1C=C(C=C1)NC(OC1=CC=CC=C1)=O